CS1(NCC2=C1C=CC(=C2)C(=O)OCC)=O ethyl 1-methyl-1-oxo-3H-1,2-benzothiazole-5-carboxylate